C(C1=CC=CC=C1)CO[Si](OC)(OC)CCC benzyl-propyl-trimethoxysilane